ClC1=NC(=CC(=C1[N+]#[C-])C(F)(F)F)C 2-chloro-3-isocyano-6-methyl-4-(trifluoromethyl)pyridine